4-(2-methyl-5-(pyridin-4-yl)-3H-imidazo[4,5-b]pyridin-3-yl)benzaldehyde CC1=NC=2C(=NC(=CC2)C2=CC=NC=C2)N1C1=CC=C(C=O)C=C1